4-(adamantan-1-yl) 1-(2-oxo-2-(2,2,2-trichloroethoxy)ethyl) 2-methylenesuccinate C=C(C(=O)OCC(OCC(Cl)(Cl)Cl)=O)CC(=O)OC12CC3CC(CC(C1)C3)C2